methyl 4-(4-bromo-2-fluoro-6-methylphenyl)-4-cyanobutanoate BrC1=CC(=C(C(=C1)C)C(CCC(=O)OC)C#N)F